C1(=CC=C(C=C1)C=1C=CC2=C(N=C(O2)C(=O)O)C1)C1=CC=CC=C1 5-([1,1'-biphenyl]-4-yl)benzo[d]oxazole-2-carboxylic acid